ClC1=CC(=C(C(=C1)C)N=C(C)C1=NC(=CC=C1)C(C)=NC1=C(C=C(C=C1C)Cl)C)C 2,6-bis(1-(4-chloro-2,6-dimethylphenylimino)ethyl)pyridine